C(C)(C)(C)SC(N)=[NH2+] S-tert-butyl-isothiouronium